(2S,4R)-1-(2-(3-acetyl-6-methoxy-5-(2-methylpyrimidin-5-yl)-1H-indol-1-yl)acetyl)-N-(6-bromopyridin-2-yl)-4-fluoropyrrolidine-2-carboxamide C(C)(=O)C1=CN(C2=CC(=C(C=C12)C=1C=NC(=NC1)C)OC)CC(=O)N1[C@@H](C[C@H](C1)F)C(=O)NC1=NC(=CC=C1)Br